COC=1C=C(C=CC1OC)C=1C=C(C(N(N1)CC1=CSC=C1)=O)C(F)(F)F 6-(3,4-Dimethoxyphenyl)-2-(thien-3-ylmethyl)-4-(trifluoromethyl)pyridazin-3(2H)-one